2-(4-Nitro-2-oxoindolin-3-yl)acetic acid ethyl ester C(C)OC(CC1C(NC2=CC=CC(=C12)[N+](=O)[O-])=O)=O